N-(5-methyl-2-furylmethyl)-p-toluidine CC1=CC=C(O1)CNC1=CC=C(C=C1)C